4-benzooxazole-2-yl-aniline O1C(=NC2=C1C=CC=C2)C2=CC=C(N)C=C2